O=C1NC(CCC1N1C(C(=CC1=O)NC=1C=C(C=CC1)C(C(F)(F)F)NC(CC1=CC(=CC=C1)C(F)(F)F)=O)=O)=O N-(1-(3-((1-(2,6-dioxopiperidin-3-yl)-2,5-dioxo-2,5-dihydro-1H-pyrrol-3-yl)amino)phenyl)-2,2,2-trifluoroethyl)-2-(3-(trifluoromethyl)phenyl)acetamide